iron-nickel-cerium [Ce].[Ni].[Fe]